(R)-N-(1-(1-acryloylazepan-3-yl)-7-chloro-6-(oxetan-3-yloxy)-1H-benzo[d]imidazol-2-yl)-[1,2,4]triazolo[4,3-a]pyridine-7-carboxamide C(C=C)(=O)N1C[C@@H](CCCC1)N1C(=NC2=C1C(=C(C=C2)OC2COC2)Cl)NC(=O)C2=CC=1N(C=C2)C=NN1